4-[[5-amino-1-(5-chloro-3-methyl-benzothiophen-2-yl)sulfonyl-1,2,4-triazol-3-yl]amino]benzonitrile NC1=NC(=NN1S(=O)(=O)C=1SC2=C(C1C)C=C(C=C2)Cl)NC2=CC=C(C#N)C=C2